2-chloropyrido[3,4-d]Pyrimidine 7-oxide ClC=1N=CC2=C(N1)C=[N+](C=C2)[O-]